tert-butyl-[(2R)-2-[(3,4-difluorophenyl)methoxy]-3-octadecoxy-propoxy]-dimethyl-silane Sodium hydride [H-].[Na+].C(C)(C)(C)[Si](C)(C)OC[C@@H](COCCCCCCCCCCCCCCCCCC)OCC1=CC(=C(C=C1)F)F